3-Bromo-5-pyridinecarboxylic acid ethyl ester C(C)OC(=O)C=1C=C(C=NC1)Br